(7S)-14,14,15,15-tetradeutero-9-(2,6-difluorophenyl)-7-methyl-13,16-dioxa-18-thia-2,3,5,8-tetraazatetracyclo[8.8.0.02,6.011,17]octadeca-1(10),3,5,8,11(17)-pentaene-4-carboxylic acid [2H]C1(OCC=2C=3C(=N[C@H](C4=NC(=NN4C3SC2OC1([2H])[2H])C(=O)O)C)C1=C(C=CC=C1F)F)[2H]